NC1=NC=NC=2N(C3=C(C=C(C=C3C21)C2=CC(=CC=C2)OC)C)CC(=O)N2[C@@H]1C[C@@H]1C[C@H]2C(=O)NC2=NC(=CC=C2)Br (1R,3S,5R)-2-(2-(4-amino-6-(3-methoxyphenyl)-8-methyl-9H-pyrimido[4,5-b]indol-9-yl)acetyl)-N-(6-bromopyridin-2-yl)-2-azabicyclo[3.1.0]hexane-3-carboxamide